C1(C=CC(C=C1)=NS(=O)(=O)C1=CC=C(C=C1)[N+](=O)[O-])=NS(=O)(=O)C1=CC=C(C=C1)[N+](=O)[O-] (cyclohexa-2,5-diene-1,4-diylidene)bis(4-nitrobenzenesulfonamide)